carbon molybdenum trioxide [Mo](=O)(=O)=O.[C]